(2R,6S)-2,6-dimethyl-piperazine C[C@H]1N[C@H](CNC1)C